ClCC1=CC=C(CN2CCC3(CCCO3)CC2)C=C1 8-(4-(chloromethyl)benzyl)-1-oxa-8-azaspiro[4.5]decane